(±)-trans-N-(isoquinoline-1-yl)-4-phenylpyrrolidine-3-carboxamide dihydrochloride Cl.Cl.C1(=NC=CC2=CC=CC=C12)NC(=O)[C@@H]1CNC[C@H]1C1=CC=CC=C1 |r|